((2-bromo-5-nitrobenzyl)oxy)(tert-butyl)dimethylsilane BrC1=C(CO[Si](C)(C)C(C)(C)C)C=C(C=C1)[N+](=O)[O-]